2-(4-bromo-2-methoxyphenoxy)-2-methylpropan-1-ol BrC1=CC(=C(OC(CO)(C)C)C=C1)OC